4-Amino-7-fluoro-1,3-dihydrofuro[3,4-c]quinoline-8-carboxylic acid methyl ester COC(=O)C1=CC=2C3=C(C(=NC2C=C1F)N)COC3